ClC=1C(=C(C=CC1Cl)NC(=O)N[C@@H](C)C=1N(N=CN1)C1=NC=CC=N1)C#N 1-(3,4-dichloro-2-cyano-phenyl)-3-[(1S)-1-(2-pyrimidin-2-yl-1,2,4-triazol-3-yl)ethyl]urea